(E)-1-(2,4-Dichlorophenyl)-3-(4-hydroxy-3-methoxyphenyl)prop-2-en-1-one ClC1=C(C=CC(=C1)Cl)C(\C=C\C1=CC(=C(C=C1)O)OC)=O